4-chloro-1,3-dihydroxybenzene ClC1=C(C=C(C=C1)O)O